N-[(6S)-4-methyl-5-oxo-7,8-dihydro-6H-pyrazolo[1,5-a][1,3]diazepin-6-yl]-5-tetrahydrofuran-3-yl-5,6,7,8-tetrahydro-[1,2,4]triazolo[1,5-a]pyridine-2-carboxamide CN1C=2N(CC[C@@H](C1=O)NC(=O)C1=NN3C(CCCC3C3COCC3)=N1)N=CC2